C1(C(C=CC2=CC3=CC=CC=C3C=C12)O)O Dihydroanthracendiol